(3-(3-(4-((1H-indazol-1-yl)methyl)benzyl)isoxazol-5-yl)-2-aminopyridin-1-ium-1-yl)methyl hydrogen phosphate P(=O)(OC[N+]1=C(C(=CC=C1)C1=CC(=NO1)CC1=CC=C(C=C1)CN1N=CC2=CC=CC=C12)N)(O)[O-]